(4-(((2-amino-7-bromoquinolin-4-yl)amino)methyl)-2-oxabicyclo[2.2.2]octan-1-yl)methanol NC1=NC2=CC(=CC=C2C(=C1)NCC12COC(CC1)(CC2)CO)Br